1-({3,4-difluoro-2-[(2-fluoro-4-iodophenyl)amino]phenyl}carbonyl)-3-[(hydroxyamino)methyl]azetidin-3-ol FC=1C(=C(C=CC1F)C(=O)N1CC(C1)(O)CNO)NC1=C(C=C(C=C1)I)F